2-bromo-N-[(3R)-5-nitro-3-(oxan-4-yl)-3,4-dihydro-2H-1,4-benzoxazin-7-ylsulfonyl]-4-{2-oxo-7-azaspiro[3.5]nonan-7-yl}benzamide BrC1=C(C(=O)NS(=O)(=O)C2=CC3=C(N[C@@H](CO3)C3CCOCC3)C(=C2)[N+](=O)[O-])C=CC(=C1)N1CCC2(CC(C2)=O)CC1